2-[4-(aminomethyl)-1-piperidinyl]-N-tert-butyl-acetamide NCC1CCN(CC1)CC(=O)NC(C)(C)C